2-((6aR,8R)-6a-ethyl-8-((5-vinylpyridin-2-yl)oxy)-5,6,6a,7,8,9-hexahydropyrrolo-[1',2':4,5]pyrazino[2,3-c]pyridazin-2-yl)phenol C(C)[C@]12N(C=3C(=NN=C(C3)C3=C(C=CC=C3)O)NC1)C[C@@H](C2)OC2=NC=C(C=C2)C=C